C1(CCC1)CN1N=CC=2C1=NC(=CN2)C2CC2 1-(cyclobutylmethyl)-6-cyclopropyl-1H-pyrazolo[3,4-b]pyrazin